C(#C)C1=C2C(=CC(=CC2=CC=C1F)C(C)(C)O)C1=C(C=2N=C(N=C(C2C=N1)N(C[C@@H]1NCCC1)C)N1CCOCC1)F (R)-2-(5-ethynyl-6-fluoro-4-(8-fluoro-4-(methyl(pyrrolidin-2-ylmethyl)amino)-2-morpholinopyrido[4,3-d]pyrimidin-7-yl)naphthalen-2-yl)propan-2-ol